Methyl 4-[3-[2,6-dichloro-4-(3-methoxyazetidin-1-yl)benzoyl]-6-methoxy-2,4-dihydro-1,3-benzoxazin-8-yl]-5-fluoro-2-(3-oxa-8-azabicyclo[3.2.1]octan-8-yl)benzoate ClC1=C(C(=O)N2COC3=C(C2)C=C(C=C3C3=CC(=C(C(=O)OC)C=C3F)N3C2COCC3CC2)OC)C(=CC(=C1)N1CC(C1)OC)Cl